N,N-Dibutylcarbamic acid 7-[4-(4-benzo[b]thiophen-4-ylpiperazin-1-yl)butoxy]-4,4-dimethyl-2-oxo-3,4-dihydro-2H-quinolin-1-ylmethyl ester S1C2=C(C=C1)C(=CC=C2)N2CCN(CC2)CCCCOC2=CC=C1C(CC(N(C1=C2)COC(N(CCCC)CCCC)=O)=O)(C)C